Cl.NC\C=C(\CN1N=NC2=C1C=C(C=C2C2=CC(=CC=C2)S(=O)(=O)N2CC(CC2)(F)F)C(=O)NC)/F (Z)-1-(4-amino-2-fluorobut-2-en-1-yl)-4-(3-((3,3-difluoropyrrolidin-1-yl)sulfonyl)phenyl)-N-methyl-1H-benzo[d][1,2,3]triazol-6-carboxamide hydrochloride